9H-thioxanthen-9-one C1=CC=CC=2SC3=CC=CC=C3C(C12)=O